CSC1=NC=CC(=N1)C=1C(=C2C(=NC1)N(C=C2)COCC[Si](C)(C)C)N[C@H]2CN(CCC2)C(=O)OC(C)(C)C tert-butyl (R)-3-((5-(2-(methylthio)pyrimidin-4-yl)-1-((2-(trimethylsilyl)ethoxy) methyl)-1H-pyrrolo[2,3-b]pyridin-4-yl)amino)piperidine-1-carboxylate